OC1=CC=C2C[C@H](NCC2=C1)C(=O)O L-7-hydroxy-1,2,3,4-tetrahydroisoquinoline-3-carboxylic acid